C(C)(=O)N1C=C(C2=CC=CC=C12)C(=O)NC1=C(C=C(C=C1)Br)[N+](=O)[O-] 1-acetyl-N-(4-bromo-2-nitrophenyl)-1H-indole-3-carboxamide